4-((8-oxa-3-azabicyclo[3.2.1]octan-3-ylsulfonyl)carbamoyl)-5-ethoxy-2-fluorobenzoic acid C12CN(CC(CC1)O2)S(=O)(=O)NC(=O)C2=CC(=C(C(=O)O)C=C2OCC)F